N-((2-Bromo-6-methylpyridin-4-yl)methyl)-2-methylpropane-2-sulfinamide BrC1=NC(=CC(=C1)CNS(=O)C(C)(C)C)C